2-Bromo-9a-methyl-7,8,9,9a-tetrahydrothieno[2,3-a]indolizin-4(6H)-one BrC1=CC2=C(C3(CCCCN3C2=O)C)S1